C(C1=CC=CC=C1)OC1=CC(=NC2=CC=CC(=C12)Cl)C=1C(=NC=C(C1C)C(F)(F)F)OC1=C(C(=C(C=C1)F)F)C 4-benzyloxy-5-chloro-2-[2-(3,4-difluoro-2-methyl-phenoxy)-4-methyl-5-(trifluoromethyl)-3-pyridyl]quinoline